3-(5-((1-isopropylpyrrolidin-3-yl)oxy)-6-methylpyrazin-2-yl)-1H-indole-7-carbonitrile C(C)(C)N1CC(CC1)OC=1N=CC(=NC1C)C1=CNC2=C(C=CC=C12)C#N